C(C1=CC=CC=C1)(=O)OCCOCCOCCC 2-(2-propoxyethoxy)ethyl benzoate